CC([C@@H](C1=CC=C(C=C1)C=1OC(=NN1)C1=CC=CC=C1)NC1=CC=C(C(=O)NCCC(=O)OCC)C=C1)C Ethyl (S)-3-(4-((2-Methyl-1-(4-(5-Phenyl-1,3,4-Oxadiazol-2-Yl)Phenyl) Propyl)Amino)Benzamido)Propanoate